(4-(cyclopropanecarbonyl)piperidin-1-yl)(6-fluoro-4-(1,4-dioxa-8-azaspiro[4.5]decan-8-yl)quinolin-3-yl)methanone C1(CC1)C(=O)C1CCN(CC1)C(=O)C=1C=NC2=CC=C(C=C2C1N1CCC2(OCCO2)CC1)F